COC=1C=C2C(NC(NC2=CC1)=O)=O 6-methoxy-quinazoline-2,4-dione